O1COC2=C1C=CC(=C2)CNC 1-(1,3-Benzodioxol-5-yl)-N-methyl-methanamine